FC=1C=C(CN2CCCCC2)C=CC1B1OC(C(O1)(C)C)(C)C 1-(3-fluoro-4-(4,4,5,5-tetramethyl-1,3,2-dioxa-borolan-2-yl)benzyl)piperidine